CC1(COC2=C1C(=CC=C2)OC2=CC=C(C=N2)NC([C@H](N)C)=O)C N1-{6-[(3,3-dimethyl-2,3-dihydro-1-benzofuran-4-yl)oxy]-3-pyridinyl}-D-alaninamide